ClC1=CC=C2C=CN(C(C2=C1)=O)C 7-chloro-2-methyl-isoquinolin-1-one